n-octyldimethyl-(dimethylamino)silane C(CCCCCCC)[Si](N(C)C)(C)C